Cl.C1(NCC12CCNCC2)=O 2,7-diazaspiro[3.5]nonan-1-one hydrochloride